CC1=NN(C(C1)=O)C1=CC=C(C=C1)S(=O)(=O)O 3-methyl-1-(4-sulfophenyl)-5-pyrazolone